C(=O)(O)C(CC(=O)[O-])(CC(=O)O)O 3-carboxy-3,5-dihydroxy-5-oxopentanoate